[N+](=O)([O-])C1=C(C=C(OC2CC3(CC(C3)NC(OCC3C4=CC=CC=C4C=4C=CC=CC34)=O)C2)C=C1)C(F)(F)F (9H-fluoren-9-yl)methyl (6-(4-nitro-3-(trifluoromethyl)phenoxy)spiro[3.3]heptan-2-yl)carbamate